diethyl (E)-1,2-diazenedicarboxylate N(=N\C(=O)OCC)/C(=O)OCC